methyl (1r,4R)-4-(3-chloroanilino)-5'-fluoro-2'-{(2R)-3-[(4-methoxyphenyl)methoxy]-2-methylpropyl}-2',3'-dihydrospiro[cyclohexane-1,1'-indene]-4-carboxylate ClC=1C=C(NC2(CCC3(C(CC4=CC(=CC=C34)F)C[C@H](COCC3=CC=C(C=C3)OC)C)CC2)C(=O)OC)C=CC1